(6-((tetrahydrofuran-3-yl)amino)pyrimidin-4-yl)carbamic acid tert-butyl ester C(C)(C)(C)OC(NC1=NC=NC(=C1)NC1COCC1)=O